2-(4-bromo-3-fluorophenyl)-N-methyl-N-(2,2,2-trifluoroethyl)acetamide BrC1=C(C=C(C=C1)CC(=O)N(CC(F)(F)F)C)F